P(=S)([S-])([S-])[O-].C(C)[NH3+].C(C)[NH3+].C(C)[NH3+] ethyl-ammonium trithiophosphate